1-(5-((4-(3-(azetidin-1-yl)phenyl)-5-chloropyrimidin-2-yl)amino)pyridin-3-yl)pyrrolidin-2-one N1(CCC1)C=1C=C(C=CC1)C1=NC(=NC=C1Cl)NC=1C=C(C=NC1)N1C(CCC1)=O